di(2-propyl heptyl) adipate C(CCCCC(=O)OCC(CCCCC)CCC)(=O)OCC(CCCCC)CCC